C1(=CC=C(C=C1)C1=NC2=C(C(O1)=O)C=CC=C2)C2=NC1=C(C(O2)=O)C=CC=C1 2,2'-(1,4-phenylene)bis(4H-3,1-benzoxazine-4-one)